(4-methyl-2-phenylpiperazin-1-yl)methanone CN1CC(N(CC1)C=O)C1=CC=CC=C1